Cl.CC1CN(CC(N1CC1CCNCC1)C)C=1C=C2CN(C(C2=CC1)=O)C1C(NC(CC1)=O)=O 3-(5-(3,5-dimethyl-4-(piperidin-4-ylmethyl)piperazin-1-yl)-1-oxoisoindolin-2-yl)piperidine-2,6-dione hydrochloride